C(=O)(O)C=1C=C(C(=O)C2=CC=CC=C2)C=CC1 3-Carboxylbenzophenone